C1(=CC=C(C=C1)C=O)C1=CC=CC=C1 ([1,1'-biphenyl]-4-yl)methanone